N1=CNC=2C=NC(=CC21)C(=O)N 3H-imidazo[4,5-C]pyridine-6-carboxamide